6H-pyridine N1C=CC=CC1